5-(4-(2,3-dimethylphenyl)piperazin-1-yl)-2-((2,5-dimethylphenyl)sulfonamido)benzoic acid CC1=C(C=CC=C1C)N1CCN(CC1)C=1C=CC(=C(C(=O)O)C1)NS(=O)(=O)C1=C(C=CC(=C1)C)C